N-((4-chloro-2',3',4',6,6'-pentafluoro-[1,1'-biphenyl]-3-yl)sulfonyl)-2-hydroxyacetamide ClC1=C(C=C(C(=C1)F)C1=C(C(=C(C=C1F)F)F)F)S(=O)(=O)NC(CO)=O